(3-methyl-2,5-dioxo(3-pyrrolinyl)) pyrimidine-5-carboxylate pyrimidine-5-carboxylate N1=CN=CC(=C1)C(=O)O.N1=CN=CC(=C1)C(=O)ON1C(C(=CC1=O)C)=O